5-((3-fluoro-5-(2-(5-methoxyisoindolin-2-yl)pyrimidin-4-yl)phenyl)ethynyl)-1H-indazole FC=1C=C(C=C(C1)C1=NC(=NC=C1)N1CC2=CC=C(C=C2C1)OC)C#CC=1C=C2C=NNC2=CC1